(R)-1-(piperidin-4-yl)ethane-1,2-diol hydrochloride Cl.N1CCC(CC1)[C@H](CO)O